butyl ((7-((1-(4-amino-2,6-difluorophenyl)piperidin-4-yl)methyl)-7-azaspiro[3.5]nonan-2-yl)methyl)carbamate NC1=CC(=C(C(=C1)F)N1CCC(CC1)CN1CCC2(CC(C2)CNC(OCCCC)=O)CC1)F